(2S,3R,4S,5S)-2,4-dimethyl-4-nitro-3,5-diphenylpyrrolidine-2-carboxylic acid methyl ester COC(=O)[C@]1(N[C@H]([C@]([C@@H]1C1=CC=CC=C1)([N+](=O)[O-])C)C1=CC=CC=C1)C